[Cl-].[Cl-].C(C)(C)C1=CC(C2=CC=3CCCC3C=C12)[Zr+2] (3-isopropyl-1,5,6,7-tetrahydro-s-indacenyl)zirconium dichloride